CC1=C(C=CC=C1C)N1N=C(C=2C=NC=3C=CC(=CC3C21)C)C2=CC(=C(C=C2)O)OC 4-[1-(2,3-dimethylphenyl)-8-methyl-pyrazolo[4,3-c]quinolin-3-yl]-2-methoxy-phenol